FC1=C(CN2C(C3=NC=CN=C3C(=C2)C(=O)NC2(COCC2)CO)=O)C(=CC(=C1)C=1C2=CN(N=C2C=CC1)C)F 6-(2,6-difluoro-4-(2-methyl-2H-indazol-4-yl)benzyl)-N-(3-(hydroxymethyl)tetrahydrofuran-3-yl)-5-oxo-5,6-dihydropyrido[3,4-b]pyrazine-8-carboxamide